FC(S(=O)(=O)[O-])(F)F.FC(S(=O)(=O)[O-])(F)F.[Zn+2] Zinc bistrifluoromethanesulfonate